N-([1,1'-biphenyl]-2-yl)-6-(3-(4-chlorobenzyl)ureido)hexanamide 4-chlorobenzyl-(S)-(4-(1-(3-ethyl-1-methyl-1H-pyrazole-5-carboxamido)eth-yl)phenyl)carbamate ClC1=CC=C(CN(C(O)=O)C2=CC=C(C=C2)[C@H](C)NC(=O)C2=CC(=NN2C)CC)C=C1.C1(=C(C=CC=C1)NC(CCCCCNC(=O)NCC1=CC=C(C=C1)Cl)=O)C1=CC=CC=C1